O[C@@H]1CC[C@@H](N1)C(=O)O (2R,5R)-5-hydroxypyrrolidine-2-carboxylic acid